[Cl-].C(=O)C1=CC=C(OC=C2CC=C(CN3CN(C=C3)C)C=C2)C=C1 1-(4-p-formylphenoxymethylenebenzyl)-3-methylimidazole chloride